N1=C(C=CC=C1)CC1(CC1)C(=O)O 1-(pyridin-2-ylmethyl)cyclopropane-1-carboxylic acid